COC(=O)C12CC(C1)(C2)C(NC2=CC=C(C=C2)Br)=O 3-(4-bromo-phenylcarbamoyl)-bicyclo[1.1.1]pentane-1-carboxylic acid methyl ester